Cl.CNCC(=O)OCC=1C(=NC=CC1)N(C(=O)OC(C)N1C=NC=C1C1=C(N=C2N1C=CC=N2)C2=NC(=NN2)C(F)(F)F)C (2-(methyl((1-(5-(2-(3-(trifluoromethyl)-1H-1,2,4-triazol-5-yl)imidazo[1,2-a]pyrimidin-3-yl)-1H-imidazol-1-yl)ethoxy)carbonyl)amino)pyridin-3-yl)methyl methylglycinate, hydrochloride